FC=1C=C(C=CC1SC1=NC=CC=C1C1=NC(=NC=C1)N[C@@H]1CNCCC1)NS(=O)(=O)C1=CC=CC=C1 N-[3-fluoro-4-[[3-[2-[[(3S)-3-piperidyl]amino]pyrimidin-4-yl]-2-pyridyl]sulfanyl]phenyl]benzenesulfonamide